C(C)N1N=NC2=C1C=CC(=C2C)[C@@H](C(C(=O)OCC2=CC=CC=C2)(C)C)C=2SC(=C(C2)COCC2=CC=C(C=C2)OC)C Benzyl (S)-3-(1-ethyl-4-methyl-1H-benzo[d][1,2,3]triazol-5-yl)-3-(4-(((4-methoxybenzyl)oxy)methyl)-5-methylthiophen-2-yl)-2,2-dimethylpropanoate